C(C)(C)(C)OC(NN1CCCC1)=O pyrrolidine-1-carbamic acid tert-butyl ester